BrC=1C=C2C(=CC1)C(N(CC21CC1)CC(=O)NC1CC(C1)C(F)F)=O 2-(6-bromo-1-oxospiro[3H-isoquinoline-4,1'-cyclopropane]-2-yl)-N-[3-(difluoromethyl)cyclobutyl]acetamide